3-(trifluoromethyl)pyrrolidine-3-carboxylic acid methyl ester COC(=O)C1(CNCC1)C(F)(F)F